Methyl 1-[5-acetyl-1-(oxan-4-yl)-4H,6H,7H-pyrazolo[4,3-c]pyridin-3-yl]-7-fluoro-3,4-dihydro-2H-quinoline-4-carboxylate C(C)(=O)N1CC2=C(CC1)N(N=C2N2CCC(C1=CC=C(C=C21)F)C(=O)OC)C2CCOCC2